C1=C(C=CC2=CC=CC=C12)C=1SC=C(N1)CC(=O)NCC(=O)O (2-(2-(Naphthalen-2-yl)Thiazol-4-yl)Acetyl)Glycine